ClC=1C=C2C3=C(NC2=C(C1)C1=CC=C(C=C1)Cl)C(=NC=C3)C 6-Chloro-8-(4-chloro-phenyl)-1-methyl-9H-pyrido[3,4-b]indole